CNC=1C(=CC(=CC1)S(F)(F)(F)(F)F)N N1-methyl-4-pentafluorosulfanyl-benzene-1,2-diamine